rac-4-(1-((benzyloxy)carbonyl)-2-methylpyrrolidin-2-yl)pyridine 1-oxide C(C1=CC=CC=C1)OC(=O)N1[C@@](CCC1)(C)C1=CC=[N+](C=C1)[O-] |r|